OC(CCCCCCCCCCCCC(=O)O)CCCCCCC 14-Hydroxy-heneicosanoic acid